CC1=NC(=CC(=N1)NC1=NN2C(C=C(C=C2)C2=C(C=NC(=C2)C)OC[C@@H]2CC(N(C2(C)C)C)=O)=C1)C |r| (rac)-4-[[4-[2-[(2,6-dimethylpyrimidin-4-yl)amino]pyrazolo[1,5-a]pyridin-5-yl]-6-methyl-3-pyridyl]oxymethyl]-1,5,5-trimethyl-pyrrolidin-2-one